(S)-7-(1-(4-(trifluoromethyl)phenyl)piperidin-3-yl)-2-thia-7-azaspiro[3.5]nonane 2,2-dioxide FC(C1=CC=C(C=C1)N1C[C@H](CCC1)N1CCC2(CS(C2)(=O)=O)CC1)(F)F